O[C@]12[C@@H]3CC[C@@H]4C[C@H](CC[C@@]4([C@H]3CC[C@@]2([C@H](CC1)C=1C=CC(OC1)=O)C)C)N(C(OCCO)=O)C 2-hydroxyethyl ((3S,5R,8R,9S,10S,13R,14S,17R)-14-hydroxy-10,13-dimethyl-17-(2-oxo-2H-pyran-5-yl)hexadecahydro-1H-cyclopenta[a]phenanthren-3-yl)(methyl)carbamate